tert-butyl (3R)-3-[3-[1-(2,6-dioxo-3-piperidyl)-3-methyl-2-oxo-benzimidazol-4-yl]propoxy]pyrrolidine-1-carboxylate O=C1NC(CCC1N1C(N(C2=C1C=CC=C2CCCO[C@H]2CN(CC2)C(=O)OC(C)(C)C)C)=O)=O